4-methylthio-2-trifluoromethyl-phenyl-benzamide butyl-N-[(3S)-1-(pyridin-3-yl)piperidin-3-yl]carbamate C(CCC)OC(N[C@@H]1CN(CCC1)C=1C=NC=CC1)=O.CSC1=CC(=C(C=C1)C1=C(C(=O)N)C=CC=C1)C(F)(F)F